CC1=NC=CC2=CC(=CC=C12)C(=O)NC1=CC2=C(C=N1)C=C(N2COCC[Si](C)(C)C)[C@@H]2N(CCCC2)C 1-methyl-N-{2-[(2R)-1-methylpiperidin-2-yl]-1-{[2-(trimethylsilyl)ethoxy]Methyl}pyrrolo[3,2-c]Pyridin-6-yl}isoquinoline-6-carboxamide